F[B-](F)(F)F.C(CCC)N1CN(C=C1)C 1-butyl-3-methylimidazole tetrafluoroborate